ClC=1C=C(C(=C(C#N)C1)F)OC1=C(N=CNC1=O)C(C)(F)F 5-chloro-3-((4-(1,1-difluoroethyl)-6-oxo-1,6-dihydropyrimidin-5-yl)oxy)-2-fluorobenzonitrile